1-(6-methyl-3,4-dihydro-2H-pyran-5-yl)ethane-1-one CC1=C(CCCO1)C(C)=O